FC1=C2CC(CC2=CC=C1)C(=O)[O-] 4-fluoro-indan-2-carboxylate